C(CC)(=O)OC1COC2=CC(=CC(=C2C1=O)OCOC)OCOC 5,7-bis(methoxymethoxy)-4-oxochroman-3-yl propionate